(1R,3S)-3-(5-((1,1-dioxido-2,3-dihydrothieno[3,2-c]pyridin-4-yl)amino)-1H-pyrazol-3-yl)cyclopentyl (4-nitrophenyl) carbonate C(O[C@H]1C[C@H](CC1)C1=NNC(=C1)NC1=NC=CC2=C1CCS2(=O)=O)(OC2=CC=C(C=C2)[N+](=O)[O-])=O